C(#N)C=1N=C(SC1CC1=CC(=CC=C1)F)NC(=O)C1=NN(C(C=C1)=O)C N-(4-cyano-5-(3-fluorobenzyl)thiazol-2-yl)-1-methyl-6-oxo-1,6-dihydropyridazine-3-carboxamide